NC1=C2N=CN(C2=NC(=N1)F)[C@@H]1C[C@@H]([C@@](O1)(C)CO)O |&1:11| (2R,3S,SR)-5-(6-amino-2-fluoro-9H-purin-9-yl)-2-(hydroxymethyl)-2-methyltetrahydrofuran-3-ol